[N+](=O)([O-])C=1C=C2C=3C=C(C=CC3N(C2=CC1)CC)C(CCC1CCCCC1)=O 1-(6-nitro-9-ethylcarbazol-3-yl)-3-cyclohexyl-propane-1-one